CN(CCN(C1=C(C=C(C(=C1)OC)NC1=NC=NC(=C1)N1OCC[C@@H]1C1=C(C(=CC=C1)C)F)NC(C=C)=O)C)C N-(2-((2-(dimethyl-amino)ethyl)-(methyl)-amino)-5-((6-((R)-3-(2-fluoro-3-methylphenyl)isoxazolidine-2-yl)pyrimidine-4-yl)amino)-4-methoxy-phenyl)acrylamide